3-chloro-4-[(2S)-2-(dimethylamino)-3-[3-(2-methoxypyrimidin-5-yl)-3-[1-(trifluoromethyl)cyclopropyl]propanamido]propyl]benzamide ClC=1C=C(C(=O)N)C=CC1C[C@@H](CNC(CC(C1(CC1)C(F)(F)F)C=1C=NC(=NC1)OC)=O)N(C)C